tert-Butyl 8-(5-(oxetan-3-yloxy)-2-(pyridin-4-yl)pyrido[3,4-d]pyrimidin-4-yl)-2,8-diazaspiro[4.5]decane-2-carboxylate O1CC(C1)OC1=CN=CC=2N=C(N=C(C21)N2CCC1(CCN(C1)C(=O)OC(C)(C)C)CC2)C2=CC=NC=C2